2-(3-Acryloylamino-4-dimethylamino-6-methoxyphenylamino)-4-(1-methylindol-3-yl)pyrazolo[1,5-a][1,3,5]Triazine C(C=C)(=O)NC=1C=C(C(=CC1N(C)C)OC)NC1=NC=2N(C(=N1)C1=CN(C3=CC=CC=C13)C)N=CC2